ClC=1C=C(C=CC1F)N(C(=O)[C@@H]1C[C@@H](CN1C1=NC(=CC(=C1)C(F)(F)F)C)C(=O)O)C (3S,5S)-5-[(3-chloro-4-fluorophenyl)(methyl)carbamoyl]-1-[6-methyl-4-(trifluoromethyl)pyridin-2-yl]Pyrrolidine-3-carboxylic acid